ClC1=NN=C2N1C1=CC=CC=C1C(=N2)N(C)C2=CC=CC(=N2)C=2C=NC(=CC2)C(C)(F)F chloro-N-(6'-(1,1-difluoroethyl)-[2,3'-bipyridyl]-6-yl)-N-methyl-[1,2,4]triazolo[4,3-a]quinazolin-5-amine